Tri-Natrium phosphat P(=O)([O-])([O-])[O-].[Na+].[Na+].[Na+]